2-((2-methyl-1-phenylpropane-2-yl)oxy)isoindole-1,3-dione CC(CC1=CC=CC=C1)(C)ON1C(C2=CC=CC=C2C1=O)=O